ClC1=CC(=NC=C1)NC1=NN(C=C1)C1OCCCC1 4-Chloro-N-(1-(tetrahydro-2H-pyran-2-yl)-1H-pyrazol-3-yl)pyridin-2-amine